C(C=C)(=O)N1CC(CC1)C=1N=C(N2C1N=CN=C2N)C2=CC=C(C(=O)NC1=NC=CC(=C1)C1CC1)C=C2 4-(8-(1-acryloylpyrrolidin-3-yl)-4-aminoimidazo[1,5-a][1,3,5]triazin-6-yl)-N-(4-cyclopropylpyridin-2-yl)benzamide